N6-((2,3-dihydro-1H-inden-4-yl)methyl)-5-fluoro-1H-pyrazolo[3,4-b]pyridine-3,6-diamine C1CCC2=C(C=CC=C12)CNC1=C(C=C2C(=N1)NN=C2N)F